N1(CCCCC1)C1=NC=C(C=N1)OC1=CN=CS1 5-((2-(piperidin-1-yl)pyrimidin-5-yl)oxy)thiazol